C(C)OC(=O)C=1N=CC(=NC1)NC1=NN2C(C=C(C=C2)C2=C(C=NC(=C2)C)OC2C[C@H]3COC[C@@H](C2)N3C(=O)OC(C)(C)C)=C1 tert-butyl (1R,5S,7s)-7-((4-(2-((5-(ethoxycarbonyl)pyrazin-2-yl)amino)pyrazolo[1,5-a]pyridin-5-yl)-6-methylpyridin-3-yl)oxy)-3-oxa-9-azabicyclo[3.3.1]nonane-9-carboxylate